3-Chloro-6,9-dihydro-11H-pyridazino[1,2-a]indazol-11-one ClC1=CC=C2C(N3N(C2=C1)CC=CC3)=O